CCCCCCCCCCCCCCCCCCCCCCCCCCCCCC(=O)C Hentriacontanone